Cl.C[C@]1(CNCC1)O (S)-3-methylpyrrolidin-3-ol HCl salt